COC(C1=C(C=C(C(=C1)F)C(F)(F)F)NC1=C(C=C(C=C1)F)CCCNC(=O)OC(C)(C)C)=O 2-((2-(3-((tert-butoxycarbonyl)amino)propyl)-4-fluorophenyl)amino)-5-fluoro-4-(trifluoromethyl)-benzoic acid methyl ester